Tert-Butyl 5-((4-chlorophenyl)(hydroxy)methyl)thiazol-2-ylcarbamate ClC1=CC=C(C=C1)C(C1=CN=C(S1)NC(OC(C)(C)C)=O)O